C1(CC1)C1=CC=2C(=NC=CC2C2=CC(NC(=C2)N2C(CCCC2)C(F)(F)F)=O)N1 4-(2-cyclopropyl-1H-pyrrolo[2,3-b]pyridin-4-yl)-6-(2-(trifluoromethyl)piperidin-1-yl)pyridin-2(1H)-one